(+)-2-(1-(9H-purin-6-ylamino)ethyl)-5-fluoro-3-(3-fluorophenyl)-4H-chromen-4-one N1=CN=C2NC=NC2=C1NC(C)C=1OC2=CC=CC(=C2C(C1C1=CC(=CC=C1)F)=O)F